OCCC1(C(NC2=CC(=CC=C12)C#CC1=NC=CC2=CN=C(C=C12)NC1=CC=C(C=C1)S(=O)(=N)C(C)C)=O)C racemic-3-(2-hydroxyethyl)-3-methyl-6-((7-((4-(propan-2-ylsulfonimidoyl)phenyl)amino)-2,6-naphthyridin-1-yl)ethynyl)indolin-2-one